2,2-bis(3,5-dimethyl-4-hydroxyphenyl)propane tert-Butyl-2-((3-(methoxycarbonyl)-4-methylphenoxy)methyl)azetidine-1-carboxylate C(C)(C)(C)OC(=O)N1C(CC1)COC1=CC(=C(C=C1)C)C(=O)OC.CC=1C=C(C=C(C1O)C)C(C)(C)C1=CC(=C(C(=C1)C)O)C